1-(2-aminoethyl)-2-imidazolidone NCCN1C(NCC1)=O